1-(2,3-dihydro-1H-inden-4-yl)piperazine hydrochloride Cl.C1CCC2=C(C=CC=C12)N1CCNCC1